tert-butyl 4-[4-[2-(benzenesulfonamido)-6-(2,2,3,3-tetramethylcyclopropyl)pyrimidin-4-yl]oxyphenyl]piperazine-1-carboxylate C1(=CC=CC=C1)S(=O)(=O)NC1=NC(=CC(=N1)OC1=CC=C(C=C1)N1CCN(CC1)C(=O)OC(C)(C)C)C1C(C1(C)C)(C)C